1-(2-chloromethylphenyl)-3-(3-methoxyphenyl)imidazolin-2-one 5-(benzyloxy)-4-(5-formylisoindoline-2-carbonyl)-1,3-phenylene bis(4-methylbenzenesulfonate) CC1=CC=C(C=C1)S(=O)(=O)OC1=CC(=C(C(=C1)OCC1=CC=CC=C1)C(=O)N1CC2=CC=C(C=C2C1)C=O)OS(=O)(=O)C1=CC=C(C=C1)C.ClCC1=C(C=CC=C1)N1C(N(CC1)C1=CC(=CC=C1)OC)=O